1-isopropyl-3-(2-methoxyethyl)-6-nitroquinazoline-2,4(1H,3H)-dione C(C)(C)N1C(N(C(C2=CC(=CC=C12)[N+](=O)[O-])=O)CCOC)=O